2-chloro-4-(3-phenyl-1H-pyrazol-1-yl)pyrimidine ClC1=NC=CC(=N1)N1N=C(C=C1)C1=CC=CC=C1